6-[4-[(3S)-3-(5-methylpyrazin-2-yl)isoxazolidine-2-carbonyl]-1-piperidinyl]pyrimidine-4-carbonitrile CC=1N=CC(=NC1)[C@H]1N(OCC1)C(=O)C1CCN(CC1)C1=CC(=NC=N1)C#N